3-hydroxypropane hydrochloride Cl.OCCC